P(=O)(OCCCC)(OCCCC)OCCCCCCOP(=O)(OCCCC)OCCCC Tetrabutyl hexane-1,6-diyl bisphosphate